(S)-3-methoxy-N-methyl-4-((3-(8-((2-oxopiperidin-4-yl)amino)-3-((trifluoromethyl)thio)imidazo[1,2-a]pyridin-2-yl)prop-2-yn-1-yl)amino)benzamide COC=1C=C(C(=O)NC)C=CC1NCC#CC=1N=C2N(C=CC=C2N[C@@H]2CC(NCC2)=O)C1SC(F)(F)F